C1(CC1)C=1SC(=CN1)C1=CC(=NC=C1)N(C(=O)[C@@H]1CC[C@H](CC1)C(=O)O)C[C@@H]1CC[C@H](CC1)C1=CC(=C(C=C1)OC)C trans-4-((4-(2-Cyclopropylthiazol-5-yl)pyridin-2-yl)((trans-4-(4-methoxy-3-methylphenyl)cyclohexyl)methyl)carbamoyl)-cyclohexanecarboxylic acid